C1(=CC=CC=C1)N1C(C2=CC=CC=C2C1(C1=CC=C(C=C1)C#N)C1=CC=C(C=C1)C#N)=O 2-phenyl-3,3-bis(4-cyanophenyl)isoindoline-1-one